FC1=C(C(=C(C(=C1C(F)(F)F)F)C(F)(F)F)F)C(F)(F)F perfluoro-(1,3,5-trimethylbenzene)